7,8-dichloro-11-iodo-1,2,3,5-tetrahydro-[1,4]diazepino[1,7-a]indol-4-one ClC1=C(C=CC=2C(=C3N(C12)CC(NCC3)=O)I)Cl